C12C(CC(CC1)C2)C(C(OC(C(S(=O)(=O)[O-])(F)F)(F)F)(F)F)(F)F.C(C)(C)(C)C2=C(C=CC=C2)[I+]C2=C(C=CC=C2)C(C)(C)C bis(t-butylphenyl)iodonium 5-(2-norbornyl)octafluoro-3-oxapentanesulfonate